N-(4-{[(tert-butyldimethylsilyl)oxy]methyl}phenyl)-4-chloro-5-(trifluoromethyl)pyrimidin-2-amine [Si](C)(C)(C(C)(C)C)OCC1=CC=C(C=C1)NC1=NC=C(C(=N1)Cl)C(F)(F)F